3-(4-chloropyrimidin-2-yl)-N-cyclopropylimidazo[1,2-a]pyridine-6-sulfonamide ClC1=NC(=NC=C1)C1=CN=C2N1C=C(C=C2)S(=O)(=O)NC2CC2